2,2,2-trichloroethyl (E)-(1-(6-methyl-4,8-dioxo-1,3,6,2-dioxazaborocan-2-yl)-5-phenylpent-2-en-1-yl) sulfate S(=O)(=O)(OCC(Cl)(Cl)Cl)OC(\C=C\CCC1=CC=CC=C1)B1OC(CN(CC(O1)=O)C)=O